ClC1=CC(=C(C=N1)S(=O)(=O)N1CCC(CC1)(C(=O)N[C@H](C)\C=C/S(=O)(=O)C)F)C1=C(C=CC(=C1)OC)Cl (R,Z)-1-((6-chloro-4-(2-chloro-5-methoxyphenyl)pyridin-3-yl)sulfonyl)-4-fluoro-N-(4-(methylsulfonyl)but-3-en-2-yl)piperidine-4-carboxamide